1-(((tert-butoxy(hydroxy)phosphoryl)oxy)methyl)-4-((3-(1,1-difluoropropyl)phenyl)carbamoyl)-2-(6-methoxy-2',6'-dimethyl-[1,1'-biphenyl]-3-yl)-5-methyl-1H-imidazole 3-oxide C(C)(C)(C)OP(=O)(O)OCN1C(=[N+](C(=C1C)C(NC1=CC(=CC=C1)C(CC)(F)F)=O)[O-])C=1C=C(C(=CC1)OC)C1=C(C=CC=C1C)C